N-methyl-morpholinium-acetonitrile salt C(C)#N.C[NH+]1CCOCC1